ClC1=CC=C(C=C1)N1C(=NN=C1COC)[C@@H]1CC[C@H](CC1)OC1=NC=CC=C1 trans-2-(4-(4-(4-Chlorophenyl)-5-(methoxymethyl)-4H-1,2,4-triazol-3-yl)cyclohexyloxy)pyridin